OCCN(CCCS(=O)(=O)O)CCO 3-[bis-(2-hydroxyethyl)-amino]-propane-1-sulfonic acid